C1=CC=CC=2C3=CC=CC=C3C(C12)COC(=O)N([C@@H](CC1=CN(C2=CC=CC=C12)CC=1C=NC=C(C1)F)C(=O)N[C@@H](CC(C)C)C(=O)OC(C)(C)C)C tert-Butyl Nα-(((9H-fluoren-9-yl)methoxy)carbonyl)-1-((5-fluoropyridin-3-yl)methyl)-Nα-methyl-L-tryptophyl-L-leucinate